C=CC=C trans-1,3-butadiene